(S)-2-amino-N-methyl-5-(tetrahydro-2H-pyran-4-yl)pentanamide N[C@H](C(=O)NC)CCCC1CCOCC1